3-amino-4-(2-methyl-propylamino)quinoline NC=1C=NC2=CC=CC=C2C1NCC(C)C